FC(S(=O)(=O)OC1=C(C=C(C=C1)Br)[Si](C)(C)C)(F)F (4-bromo-2-trimethylsilylphenyl) trifluoromethanesulfonate